CC1(OC(OCC1)C1=CC=CC=C1)CCO 2-(4-methyl-2-phenyl-1,3-dioxan-4-yl)ethanol